sodium (E)-6,6'-(ethene-1,2-diyl)bis(3-azidobenzenesulfonate) C(=C\C1=CC=C(C=C1S(=O)(=O)[O-])N=[N+]=[N-])/C1=CC=C(C=C1S(=O)(=O)[O-])N=[N+]=[N-].[Na+].[Na+]